C1(=C(C(=CC(=C1)C)C)NC1=[N+](C=CC=C1)[O-])C 2-(mesitylamino)pyridine 1-oxide